C(C)N(CC)CC1=C(N=C2N1C=CC=C2)C2=CC=C(C=C2)O 4-(3-((diethylamino)methyl)imidazo[1,2-a]pyridin-2-yl)phenol